C(C)C1=C2C=C(NC2=CC=C1)C(=O)O 4-ethyl-1H-indole-2-carboxylic acid